N-[5-[3-[(3-fluoro-1-methyl-azetidin-3-yl)methoxy]-5-methyl-isoxazol-4-yl]pyrazolo[1,5-a]pyridin-2-yl]cyclopropanecarboxamide FC1(CN(C1)C)COC1=NOC(=C1C1=CC=2N(C=C1)N=C(C2)NC(=O)C2CC2)C